ClC1=C(C2=C[C@@](N=C2C=C1F)([C@H]1NCCC1)C1=CC=CC=C1)C1=C(C(=O)N)C=CC(=C1F)OCCO 2-((2S,4r)-5-chloro-6-fluoro-2-phenyl-2-((S)-pyrrolidin-2-yl)indol-4-yl)-3-fluoro-4-(2-hydroxyethoxy)benzamide